CCCCC/C=C/CC(/C=C/C=C/C/C=C/CCCC(=O)O)O The molecule is a HETE that is icosa-5,8,10,14-tetraenoic acid substituted by a hydroxy group at position 12. It is a metabolite of arachidonic acid. It has a role as a human metabolite. It derives from an icosa-5,8,10,14-tetraenoic acid.